C(C)(C)(C)OC(=O)NC1CCN(CC1)C=1C=C2C=C(N(C2=CC1)C1=CC=C(C(=O)O)C=C1)C1=CC(=C(C=C1)OC)F 4-(5-(4-((tert-butoxycarbonyl)amino)piperidin-1-yl)-2-(3-fluoro-4-methoxyphenyl)-1H-indol-1-yl)benzoic acid